1-(2-methoxyethyl)-2-((4-(6-((3-oxo-1,3-dihydroisobenzofuran-5-yl)methoxy)pyridin-2-yl)piperidin-1-yl)methyl)-1H-benzo[d]imidazole-6-carboxylic acid COCCN1C(=NC2=C1C=C(C=C2)C(=O)O)CN2CCC(CC2)C2=NC(=CC=C2)OCC=2C=C1C(OCC1=CC2)=O